ClC1=C(C=CC=C1)C1CNC=2C=C(C=C(C2C1=O)C(=O)OC)F methyl 3-(2-chlorophenyl)-7-fluoro-4-oxo-1,2,3,4-tetrahydroquinoline-5-carboxylate